C1(=CC=CC=C1)N(C1=CC=CC=C1)C1=CC=C(C=C1)C1=CC=C(S1)C=1OC2=C(C1)C=CC(=C2)C=O 2-[5-[4-(N-phenylanilino)phenyl]-2-thienyl]benzofuran-6-carbaldehyde